(3S,7S,69S,73S)-5,10,66,71-tetraoxo-14,17,20,23,26,29,32,35,41,44,47,50,53,56,59,62-hexadecaoxa-4,6,11,38,65,70,72-heptaazapentaheptacontane-1,3,7,69,73,75-hexacarboxylic acid O=C(N[C@@H](CCC(=O)O)C(=O)O)N[C@@H](CCC(NCCOCCOCCOCCOCCOCCOCCOCCOCCNCCOCCOCCOCCOCCOCCOCCOCCOCCNC(CC[C@H](NC(N[C@@H](CCC(=O)O)C(=O)O)=O)C(=O)O)=O)=O)C(=O)O